OC1(CC2=CC=CC=C2C1)C(=O)OC 2,3-dihydro-2-hydroxy-2-methoxycarbonyl-1H-indene